3,4-Difluorophenyl-1-[4-(5-hydroxypyridin-2-yl)-piperazin-1-yl]-propan-1-one FC=1C=C(C=CC1F)C(C(=O)N1CCN(CC1)C1=NC=C(C=C1)O)C